2-N-(4-methoxy-3-[[1,2,4]triazolo[1,5-a]pyrazin-2-yl]phenyl)-4-N,6-dimethylpyrimidine-2,4-diamine COC1=C(C=C(C=C1)NC1=NC(=CC(=N1)NC)C)C1=NN2C(C=NC=C2)=N1